butyl-tris(dimethylamino)silane C(CCC)[Si](N(C)C)(N(C)C)N(C)C